4-bromo-N-(5-fluorothiazol-2-yl)-N-(2,4-dimethoxybenzyl)-1H-indazole-1-sulfonamide BrC1=C2C=NN(C2=CC=C1)S(=O)(=O)N(CC1=C(C=C(C=C1)OC)OC)C=1SC(=CN1)F